1-(4-(5-(chlorodifluoromethyl)-1,2,4-oxadiazol-3-yl)phenyl)-2-(2,6-dichlorophenoxy)ethan-1-one ClC(C1=NC(=NO1)C1=CC=C(C=C1)C(COC1=C(C=CC=C1Cl)Cl)=O)(F)F